4-[[6-(cyclohexoxy)-9H-purin-2-yl]amino]-N,3-dimethyl-benzenesulfonamide C1(CCCCC1)OC1=C2N=CNC2=NC(=N1)NC1=C(C=C(C=C1)S(=O)(=O)NC)C